3-methoxy-N-methyl-4-{[3-(4-{[(1R,4R)-4-[4-(trifluoro-methyl)piperidin-1-yl]cyclohexyl]amino}-1-(2,2,2-trifluoroethyl)-1H-indol-2-yl)prop-2-yn-1-yl]amino}benzamide COC=1C=C(C(=O)NC)C=CC1NCC#CC=1N(C2=CC=CC(=C2C1)NC1CCC(CC1)N1CCC(CC1)C(F)(F)F)CC(F)(F)F